1,3,4,6,7,8-hexahydro-2H-pyrimido-[1,2-a]pyrimidine N1C=2N(CCC1)CCCN2